4-(Hydroxymethyl)cyclohexanone OCC1CCC(CC1)=O